N-{4-[5-fluoro-6-methyl-3-(pyridin-2-yl)-1H-pyrrolo[3,2-b]pyridin-2-yl]pyridin-2-yl}-2-(4-fluorophenyl)propanamide FC1=C(C=C2C(=N1)C(=C(N2)C2=CC(=NC=C2)NC(C(C)C2=CC=C(C=C2)F)=O)C2=NC=CC=C2)C